C(C)OCCN(CC[C@@H](C(=O)O)NC(=O)C=1C=NN(C1C(F)(F)F)C)CCCCC1=NC=2NCCCC2C=C1 (S)-4-((2-ethoxyethyl)(4-(5,6,7,8-tetrahydro-1,8-naphthyridin-2-yl)butyl)amino)-2-(1-methyl-5-(trifluoromethyl)-1H-pyrazole-4-carboxamido)butanoic acid